N1CC(CC1)C1=NC=C2C(=NC=NN21)N 7-(pyrrolidin-3-yl)imidazo[5,1-f][1,2,4]Triazin-4-amine